2-phenyl-acetyl-para-aminobenzyl-phenanthrene C1(=CC=CC=C1)CC(=O)C1=C(C=2C=CC3=CC=CC=C3C2C=C1)CC1=CC=C(C=C1)N